BrC=1N=C(C(=NC1)C=NS(=O)C(C)(C)C)OC N-((5-bromo-3-methoxypyrazin-2-yl)methylene)-2-methylpropan-2-sulfinamide